CC1=C(C(=O)NC=2C=C(C=CC2C(F)(F)F)[C@@H]2[C@@H](C2)C(=O)O)C(=CC(=C1)OCCC1=CC=CC=C1)C |o1:16,17| rel-(1R,2S)-2-[3-{[2,6-dimethyl-4-(2-phenylethoxy)benzoyl]amino}-4-(trifluoromethyl)phenyl]cyclopropanecarboxylic acid